C1(=CC=CC=2SC3=C(C21)C=CC=C3)C3=C(C(=C(C(=C3C#N)C3=CC(=NC(=C3)C)C)C3=CC=C(C=C3)N3C2=CC=CC=C2C=2C=C(C=CC32)C)C3=CC=C(C=C3)N3C2=CC=CC=C2C=2C=C(C=CC32)C)C3=CC=C(C=C3)N3C2=CC=CC=C2C=2C=C(C=CC32)C 3'-(dibenzo[b,d]thiophen-1-yl)-5'-(2,6-dimethylpyridin-4-yl)-4,4''-bis(3-methyl-9H-carbazol-9-yl)-6'-(4-(3-methyl-9H-carbazol-9-yl)phenyl)-[1,1':2',1''-terphenyl]-4'-carbonitrile